CC=1C=CC=C(C1C1=CC(=CC=C1)C(=O)OC)C(=O)OC dimethyl 6-methyl-[1,1'-biphenyl]-2,3'-dicarboxylate